FC=1C=C(CC=2C=NC=3CCNC(C3C2)=O)C=CC1 3-(3-fluorobenzyl)-7,8-dihydro-6H-[1,6]naphthyridin-5-one